C(CCCCCCCCCC(C)C)OCCOCCOCCO triethylene glycol monoisotridecyl ether